Propan-2-yl 6-(2-{[7-(5-methyl-1,2,4-oxadiazol-3-yl)isoquinolin-1-yl]amino}ethyl)-5-oxo-5H,6H,7H-pyrrolo[3,4-b]pyridine-3-carboxylate CC1=NC(=NO1)C1=CC=C2C=CN=C(C2=C1)NCCN1CC2=NC=C(C=C2C1=O)C(=O)OC(C)C